ClC1=C(C=CC=C1)CN1N=C(C=C1C1=CC(=CC=C1)OC)CO[C@@](C(=O)O)(CC)C (2R)-2-([1-[(2-chlorophenyl)methyl]-5-(3-methoxyphenyl)-1H-pyrazol-3-yl]methoxy)-2-methylbutyric acid